BrC=1C2=C(N=C(N1)[C@H]1CN(CCC1)C(=O)OC(C)(C)C)N=C(C(=C2)F)C2=C(C=C(C=C2C)C)OC tert-butyl (3R)-3-[4-bromo-6-fluoro-7-(2-methoxy-4,6-dimethyl-phenyl)pyrido[2,3-d]pyrimidin-2-yl]piperidine-1-carboxylate